O=C1NC(CCC1N1C(C2=CC(=C(C=C2C1=O)F)C1CCNCC1)=O)=O 2-(2,6-dioxo-3-piperidyl)-5-fluoro-6-(4-piperidyl)isoindoline-1,3-dione